tert-Butyl 4-(2-(tert-butylamino)-8-((3,5-dichlorophenyl)amino)-9H-purin-9-yl)piperidine-1-carboxylate C(C)(C)(C)NC1=NC=C2N=C(N(C2=N1)C1CCN(CC1)C(=O)OC(C)(C)C)NC1=CC(=CC(=C1)Cl)Cl